Cl.NC1=NC=C2C=C(C(N(C2=C1)C)=O)C=1C=NC(=CC1C)C(CC)=O 7-amino-1-methyl-3-(4-methyl-6-propanoylpyridin-3-yl)-1,6-naphthyridin-2-one hydrochloride